ClC=1C=C(C=CC1)[C@@H](CC)N |r| rac-1-(3-chlorophenyl)propan-1-amine